(1s,3s)-3-((4-chlorofuro[2,3-d]pyridazin-7-yl)amino)-1-methylcyclobutanol ClC1=C2C(=C(N=N1)NC1CC(C1)(O)C)OC=C2